(3aR,5s,6aS)-2-(((2S)-7-oxabicyclo[2.2.1]heptan-2-yl)methyl)-N-(6-(2,3,5-trifluorophenyl)pyridazin-3-yl)octahydrocyclopenta[c]pyrrol-5-amine C12[C@@H](CC(CC1)O2)CN2C[C@@H]1[C@H](C2)CC(C1)NC=1N=NC(=CC1)C1=C(C(=CC(=C1)F)F)F